C1=CSC(=C1)C(C(=O)O)O thiolglycolic acid